4-(3-aminoazetidin-1-yl)-6-(1-methyl-1H-pyrazol-4-yl)pyrazolo[1,5-a]Pyridine-3-carbonitrile NC1CN(C1)C=1C=2N(C=C(C1)C=1C=NN(C1)C)N=CC2C#N